N-(5-((1s,3s)-3-(((4-cyclopropylisothiazol-3-yl)oxy)methyl)cyclobutyl)-1H-pyrazol-3-yl)-3-(methoxymethyl)-1-methyl-1H-pyrazole-5-carboxamide C1(CC1)C=1C(=NSC1)OCC1CC(C1)C1=CC(=NN1)NC(=O)C1=CC(=NN1C)COC